8-methyl-8-carboxyn-propyl-tetracyclo[4.4.0.12,5.17,10]-3-dodecene CC1(C2C3C4C=CC(C3C(C1)C2)C4)CCCC(=O)O